C(#N)C1CN(C1)C1CCC(CC1)NC(=O)C=1N=C(C=C2C1NN=C2)N2C=NC=C2 N-((1r,4r)-4-(3-cyanoazetidin-1-yl)cyclohexyl)-5-(1H-imidazol-1-yl)-1H-pyrazolo[3,4-c]pyridine-7-carboxamide